7-(cyclopropylamino)-5-[4-(difluoromethoxy)-3-(methylsulfonylmethyl)anilino]pyrazolo[1,5-a]pyrimidine-3-carbonitrile C1(CC1)NC1=CC(=NC=2N1N=CC2C#N)NC2=CC(=C(C=C2)OC(F)F)CS(=O)(=O)C